N-(4-(4-amino-7-cyano-3-(3-methoxy-4-((6-methylpyridin-2-yl)oxy)phenyl)-1-methyl-1H-pyrrolo[3,2-c]pyridin-2-yl)phenyl)acrylamide NC1=NC=C(C2=C1C(=C(N2C)C2=CC=C(C=C2)NC(C=C)=O)C2=CC(=C(C=C2)OC2=NC(=CC=C2)C)OC)C#N